FC(CN1C(=NC=2C1=NC(=CC2)C=2C=CN1N=C(N=CC12)N[C@@H]1CC[C@@H](CC1)N(C)C)C)F cis-N1-(5-(3-(2,2-difluoroethyl)-2-methyl-3H-imidazo[4,5-b]pyridin-5-yl)pyrrolo[2,1-f][1,2,4]triazin-2-yl)-N4,N4-dimethylcyclohexane-1,4-diamine